1-(4-(diphenylamino)phenyl)ethanone C1(=CC=CC=C1)N(C1=CC=C(C=C1)C(C)=O)C1=CC=CC=C1